cis-1-methyl-3-((5-(3-methylimidazo[1,2-a]pyrimidin-6-yl)pyrrolo[2,1-f][1,2,4]triazin-2-yl)amino)cyclobutan-1-ol CC1(CC(C1)NC1=NN2C(C=N1)=C(C=C2)C=2C=NC=1N(C2)C(=CN1)C)O